3-(4-chlorophthalazin-1-yl)-11-phenyl-11H-benzo[a]Carbazole ClC1=NN=C(C2=CC=CC=C12)C1=CC=2C(=C3N(C4=CC=CC=C4C3=CC2)C2=CC=CC=C2)C=C1